4-((2-(4-amino-4-benzylpiperidin-1-yl)pyrido[2,3-b]pyrazin-6-yl)thio)-3-chloropyridin-2-amine NC1(CCN(CC1)C=1N=C2C(=NC1)N=C(C=C2)SC2=C(C(=NC=C2)N)Cl)CC2=CC=CC=C2